tri-(4-octyl)phosphine CCCC(CCCC)P(C(CCC)CCCC)C(CCC)CCCC